lithium sulfamate salt S(N)([O-])(=O)=O.[Li+]